(1-(4-(3-fluoro-5-(trifluoromethyl)benzyl)pyridin-2-yl)-4,5,6,7-tetrahydro-1H-benzo[d][1,2,3]triazol-4-yl)propanamide FC=1C=C(CC2=CC(=NC=C2)N2N=NC3=C2CCCC3C(C(=O)N)C)C=C(C1)C(F)(F)F